CN1C(C=2N=CN([C@H]3[C@H](OC)[C@H](O)[C@@H](CO)O3)C2N=C1N)=S 1,2'-O-dimethyl-6-thioguanosine